(trityl)-L-asparagine C(C1=CC=CC=C1)(C1=CC=CC=C1)(C1=CC=CC=C1)N[C@@H](CC(N)=O)C(=O)O